COC=1C=C(C(=O)NC)C=CC1NCC#CC=1N(C2=CC=CC(=C2C1)NC1CCC(CC1)N(C)CCOC)CC(F)(F)F 3-methoxy-4-[3-[4-[[4-[2-methoxyethyl(methyl)amino]cyclohexyl]amino]-1-(2,2,2-trifluoroethyl)indol-2-yl]prop-2-ynylamino]-N-methyl-benzamide